methyl 3,5-difluoro-8-methylene-5,6,7,8-tetrahydroquinoline-5-carboxylate FC=1C=NC=2C(CCC(C2C1)(C(=O)OC)F)=C